[(tert-butyldimethylsilyl)imino](chloro)[5-[(dimethylamino)methyl]-3-fluorothiophen-2-yl]-λ6-sulfanone [Si](C)(C)(C(C)(C)C)N=S(=O)(C=1SC(=CC1F)CN(C)C)Cl